C1(=CC=CC=C1)C(=CC(=O)[O-])C1=CC=CC=C1 β,β-diphenyl-acrylate